CON(C(=O)CC1(COC1)C=1C=C(C=CC1)NC(OCC1=CC=CC=C1)=O)C benzyl N-[3-(3-[[methoxy(methyl)carbamoyl]methyl]oxetan-3-yl)phenyl]carbamate